Cl.CN(C1=CC=C(N=N1)C=1C=C2C=CC=NC2=CC1O)C1CC(NC(C1)(C)C)(C)C 6-(6-(methyl(2,2,6,6-tetramethylpiperidin-4-yl)amino)pyridazin-3-yl)quinolin-7-ol hydrochloride salt